N-(6-chloroimidazo[1,2-b]pyridazin-2-yl)-2,2,2-trifluoroacetamide ClC=1C=CC=2N(N1)C=C(N2)NC(C(F)(F)F)=O